ethyl 2,4-decadienoate ((2E,4Z)-ethyl deca-2,4-dienoate) C(C)/C(/C(=O)O)=C\C=C/CCCCC.C(C=CC=CCCCCC)(=O)OCC